C(#N)C=1N(C2=C(C=CC(=C2C1)OC)F)CCNC1=CC(=NC=N1)C1=CC(=C(C(=O)O)C=C1)CCC 4-{6-[2-(2-Cyano-7-fluoro-4-methoxy-indol-1-yl)-ethylamino]-pyrimidin-4-yl}-2-propyl-benzoic acid